ClC=1C(=C(CNC(=O)C=2N=NN(C2)CC=2N=C3N(C=C(C=C3)C3CC3)C2)C(=CC1)N1N=NN=C1)C N-(3-chloro-2-methyl-6-(1H-tetrazol-1-yl)benzyl)-1-((6-cyclopropylimidazo[1,2-a]pyridin-2-yl)methyl)-1H-1,2,3-triazole-4-carboxamide